C(C)(C)(C)OC(NCC1(CCN(CC1)C1=NC=C(N=C1)SC=1C(=C2C(NC(=NC2=CC1)C)=O)Cl)C)=O tert-butyl((1-(5-((5-chloro-2-methyl-4-oxo-3,4-dihydroquinazoline-6-yl)thio)pyrazin-2-yl)-4-methylpiperidin-4-yl)methyl)carbamate